[5-(3,5-difluorophenyl)-2-methyl-1,3-oxazol-4-yl]methanol FC=1C=C(C=C(C1)F)C1=C(N=C(O1)C)CO